NC1=NC=CC(=C1)C1=NC(=CC(=C1)N1[C@@H](COCC1)C)N=S(=O)(C)C (R)-((2'-amino-4-(3-methylmorpholino)-[2,4'-bipyridin]-6-yl)imino)dimethyl-λ6-sulfanone